COC([C@@H]1[C@H]([C@@H]([C@H](C(O)O1)O)O)O)=O D-glucopyranuronic acid methyl ester